O1C(=NC2=C1C=CC=C2)C=2N=C(N(C(C2OCC)=O)C)C2=NC1=C(N2C2CCC2)C=C(C=C1)C#N 2-[4-(1,3-benzoxazol-2-yl)-5-ethoxy-1-methyl-6-oxo-1,6-dihydropyrimidin-2-yl]-1-cyclobutyl-1H-1,3-benzodiazole-6-carbonitrile